NC1=NC(=CC2=C1N=C(N2C)CCCO)C=2SC(=CC2)C2=C(C=C(C=C2)OC)F 3-(4-amino-6-(5-(2-fluoro-4-methoxyphenyl)thiophen-2-yl)-1-methyl-1H-imidazo[4,5-c]pyridin-2-yl)propan-1-ol